C(OCCCCCCCCC1=CC=CC=C1)(OCCCCCCCCC1=CC=CC=C1)=O di(phenyloctyl) carbonate